CC=1CCC(C(C1)C1=C(C=C(C=C1OCN(C(OCCOC)=O)C)CCCCC)OCN(C(OCCOC)=O)C)C(=C)C bis(2-methoxyethyl) (((5'-methyl-4-pentyl-2'-(prop-1-en-2-yl)-1',2',3',4'-tetrahydro-[1,1'-biphenyl]-2,6-diyl)bis(oxy))bis(methylene))bis(methylcarbamate)